ClC1=C(OCCCCCOCC(=O)OCCCC)C(=CC(=C1)C(C)(C)C1=CC=C(C=C1)OCC=1C=NC(=NC1)SC)C#N butyl 2-((5-(2-chloro-6-cyano-4-(2-(4-((2-(methylthio)pyrimidin-5-yl)methoxy)phenyl) propan-2-yl)phenoxy)pentyl)oxy)acetate